C(C1=CC=CC=C1)C1=C(C=C(C(=O)N(C)C)C=C1)C#N 4-benzyl-3-cyano-N,N-dimethylbenzamide